O1CCN(CC1)C1=CC=CC(=N1)C1=NC(=NO1)C1=C(C=C(N)C=C1)N1CCC2(CC2)CC1 4-(5-(6-morpholinopyridin-2-yl)-1,2,4-oxadiazol-3-yl)-3-(6-azaspiro[2.5]octan-6-yl)aniline